4-(1-hydroxycyclopentyl)pyrimidine-2-carbonitrile OC1(CCCC1)C1=NC(=NC=C1)C#N